NC1=NC=2C=C(C(=CC2C2=C1C=NN2C)C(=O)N(C)[C@@H]2COC1=C2C=CC(=C1)C#CC1=NN(C=C1C)C)Cl (S)-4-amino-7-chloro-N-(6-((1,4-dimethyl-1H-pyrazol-3-yl)ethynyl)-2,3-dihydrobenzofuran-3-yl)-N,1-dimethyl-1H-pyrazolo[4,3-c]quinoline-8-carboxamide